FC1=C(C)C(=C(C=C1F)F)F 2,3,5,6-tetrafluorotoluene